epoxypropane sodium [Na].C1C(C)O1